C(C1=CC=CC=C1)OC1=CC=C(C=N1)C1=CC(=NN1C1CC2(CN(C2)C=O)C1)C(F)(F)F (6-(5-(6-(benzyloxy)pyridin-3-yl)-3-(trifluoromethyl)-1H-pyrazol-1-yl)-2-azaspiro[3.3]heptan-2-yl)methanone